2-chloro-N-(4-(3-fluoro-6-methoxypyridin-2-yl)benzyl)benzamide ClC1=C(C(=O)NCC2=CC=C(C=C2)C2=NC(=CC=C2F)OC)C=CC=C1